11',12'-DIMETHYL-3,4-DIHYDRO-2H,7'H,15'H-SPIRO[NAPHTHALENE-1,22'-[20]OXA[13]THIA[1,14]DIAZATETRACYCLO[14.7.2.03,6.019,24]PENTACOSA[16,18,24]TRIEN]-7',15'-DIONE 13',13'-DIOXIDE CC1CCCC(C2CCC2CN2CC3(COC4=CC=C(C(NS(C1C)(=O)=O)=O)C=C24)CCCC2=CC=CC=C23)=O